ClC1=C(C(=O)NC2=C3C=NN(C3=CC=C2)C(C)C)C=C(C=C1)CNC(=O)C1(CC1)C(F)(F)F 2-chloro-N-[1-(propan-2-yl)-1H-indazol-4-yl]-5-[({[1-(trifluoromethyl)cyclopropyl]carbonyl}amino)methyl]benzamide